C1C=CC2=CC(=CC=C12)B1OC(C)(C)C(C)(C)O1 5-indenylboronic acid pinacol ester